C(C=1C(C(=O)[O-])=CC=CC1)(=O)OCC(C(C)C)(C)C 2,2,3-trimethylbutyl phthalate